N-(4-([1,2,4]Triazolo[1,5-a]pyridin-7-yloxy)-2-(methoxy-d3)-5-methylphenyl)-7-methoxy-6-nitroquinazolin-4-amine N=1C=NN2C1C=C(C=C2)OC2=CC(=C(C=C2C)NC2=NC=NC1=CC(=C(C=C21)[N+](=O)[O-])OC)OC([2H])([2H])[2H]